4-((1-(4-(2-(2-Aminopyridin-3-yl)-5-methyl-3H-imidazo[4,5-b]pyridin-3-yl)benzyl)piperidin-4-yl)amino)pyrimidine-2-carbonitrile NC1=NC=CC=C1C1=NC=2C(=NC(=CC2)C)N1C1=CC=C(CN2CCC(CC2)NC2=NC(=NC=C2)C#N)C=C1